lithium acetate, monohydrate O.C(C)(=O)[O-].[Li+]